methyl 5-methylsulfonyl-4-oxo-1-[4-(trifluoromethoxy)phenyl]cinnoline-3-carboxylate CS(=O)(=O)C1=C2C(C(=NN(C2=CC=C1)C1=CC=C(C=C1)OC(F)(F)F)C(=O)OC)=O